3-[(4-trifluoromethylphenyl)-sulfonyl]-2-propenenitrile FC(C1=CC=C(C=C1)S(=O)(=O)C=CC#N)(F)F